Cl.FC1=CC=C2C(=NN(C2=C1OC[C@H]1CNCC1)C)C1C(NC(CC1)=O)=O 3-(6-fluoro-1-methyl-7-(((R)-pyrrolidin-3-yl)methoxy)-1H-indazol-3-yl)piperidine-2,6-dione hydrochloride